CN1N=C(C=C1)C1=NC2=CC=CC=C2C(=C1)[C@@H](C)N (R)-1-(2-(1-methyl-1H-pyrazol-3-yl)quinolin-4-yl)ethan-1-amine